ClC1=C(C=CC(=C1)OCC=1C(=NOC1C1CC1)C1=C(C=CC=C1Cl)Cl)C1C(C(NC1)=O)C(=O)O 4-(2-chloro-4-((5-cyclopropyl-3-(2,6-dichlorophenyl)isoxazol-4-yl)methoxy)phenyl)-2-oxopyrrolidine-3-carboxylic acid